N-{5-chloro-6-[(6-(methyloxy)-7-{[(1-methylpiperidin-4-yl)methyl]oxy}quinolin-4-yl)oxy]pyridin-3-yl}-N'-(4-fluorophenyl)cyclopropane-1,1-dicarboxamide ClC=1C=C(C=NC1OC1=CC=NC2=CC(=C(C=C12)OC)OCC1CCN(CC1)C)NC(=O)C1(CC1)C(=O)NC1=CC=C(C=C1)F